1,7-diazaspiro[4.5]decane-2,6-dione N1C(CCC12C(NCCC2)=O)=O